NN1CCC(CC1)CCN1CCN(CC1)C1=C(C=C(C=C1)N[C@@H]1C(NC(CC1)=O)=O)F (S)-3-((4-(4-(2-(1-aminopiperidin-4-yl)ethyl)piperazin-1-yl)-3-fluorophenyl)amino)piperidine-2,6-dione